NC1=C(C=NN1C(C)C)C(N)=O 5-amino-4-carbamoyl-1-isopropyl-pyrazole